C1N(CCC12CNCC2)C2=NC=NC=C2OC2=C(C=C(C=C2)F)C2=C(C=C(C=C2)C#N)C2CC2 2'-((4-(2,7-diazaspiro[4.4]nonan-2-yl)pyrimidin-5-yl)oxy)-2-cyclopropyl-5'-fluoro-[1,1'-biphenyl]-4-carbonitrile